1-(2,6-dimethyl-4-(1-phenylazetidin-3-yl)benzyl)-3-methylazetidin-3-ol CC1=C(CN2CC(C2)(O)C)C(=CC(=C1)C1CN(C1)C1=CC=CC=C1)C